Cl.N[C@H](C(=O)N1C(CC(C1)O)C(=O)N[C@@H](C)C1=CC=C(C=C1)C1=C(N=CS1)C)C(C)(C)C 1-((S)-2-amino-3,3-dimethylbutanoyl)-4-hydroxy-N-((S)-1-(4-(4-methylthiazol-5-yl)phenyl)ethyl)pyrrolidine-2-carboxamide hydrochloride